FC(C=1SC(=CC1C=O)[Si](C)(C)C)(F)F 2-(trifluoromethyl)-5-trimethylsilyl-thiophene-3-carbaldehyde